4-[3-[2-Chloro-5-methoxy-4-(2-oxa-6-azaspiro[3.3]heptan-6-yl)benzoyl]-2,4-dihydro-1,3-benzoxazin-8-yl]-5-fluoro-2-morpholin-4-ylbenzoic acid ClC1=C(C(=O)N2COC3=C(C2)C=CC=C3C3=CC(=C(C(=O)O)C=C3F)N3CCOCC3)C=C(C(=C1)N1CC3(COC3)C1)OC